N[C@H](CC)C(=O)O (R)-homoalanine